C1=CC=CC=2C3=CC=CC=C3N(C12)CCCCOC1=CC=C(C=C1)C1=CC=C(C=C1)C#N 4'-(4-(9H-carbazol-9-yl)butoxy)-[1,1'-biphenyl]-4-carbonitrile